N-((1R,6S)-2,2-difluoro-6-(((3S,4R)-3-fluoro-1-isopropylpiperidin-4-yl)oxy)cyclohexyl)-2-(2-(3,5-difluorophenyl)-3-(trifluoromethyl)pyridin-4-yl)acetamide FC1([C@@H]([C@H](CCC1)O[C@H]1[C@H](CN(CC1)C(C)C)F)NC(CC1=C(C(=NC=C1)C1=CC(=CC(=C1)F)F)C(F)(F)F)=O)F